2-pyridineamide N1=C(C=CC=C1)C(=O)N